[N+](=O)([O-])N(C1=CC=CC=C1)C([C@@H](NC(C1=CC=CC=C1C1(NC=C(C=N1)C=1C(=NC=CC1)Cl)N1CC(C1)(F)F)=O)CCCNC(N)=N)=O 5-(2-Chloropyridin-3-yl)-2-(3,3-difluoroazetidin-1-yl)pyrimidinebenzoylarginine nitroanilide